C1(CC1)C1=CC2=C(N=C(N=C2)NC2=CC(=C(C=C2)N2CCC(CC2)N2CCN(CC2)C)OC)N1C1=CC=CC(=N1)N=S(=O)(C)C ((6-(6-cyclopropyl-2-((3-methoxy-4-(4-(4-methylpiperazin-1-yl)piperidin-1-yl)phenyl)amino)-7H-pyrrolo[2,3-d]pyrimidin-7-yl)pyridin-2-yl)imino)dimethyl-λ6-sulfanone